C(C)(C)(C)SC1=C(N(C2=CC=C(C=C12)OCC1=NC=C(C=C1)CC)CC1=CC=C(C=C1)C=1C=NC(=CC1)OCC)CC(C(=O)[O-])(C)C.[Na+].C(=O)N1S(=O)(=O)C2=CC=CC=C2C1=O N-formyl-saccharin sodium 3-(3-(tert-butylthio)-1-(4-(6-ethoxypyridin-3-yl)benzyl)-5-((5-ethylpyridin-2-yl)methoxy)-1H-indol-2-yl)-2,2-dimethylpropanoate